[Li]C=CC=C[Li] 1,4-dilithio-1,3-butadiene